3-amino-1-(4-methoxybenzyl)-N-methyl-5-(pyridin-4-yl)-1H-pyrazole-4-carboxamide NC1=NN(C(=C1C(=O)NC)C1=CC=NC=C1)CC1=CC=C(C=C1)OC